(E)-2-(4-(3-(benzo[d]thiazol-5-yl)-3-oxoprop-1-en-1-yl)-2,6-dimethylphenoxy)-2-methylpropanoic acid S1C=NC2=C1C=CC(=C2)C(/C=C/C2=CC(=C(OC(C(=O)O)(C)C)C(=C2)C)C)=O